(S)-3-(3-chloro-4-fluorophenyl)-1-ethyl-1-(8-fluoro-6-oxo-1,4,5,6-tetrahydro-2H-pyrano[3,4-c]isoquinolin-1-yl)urea ClC=1C=C(C=CC1F)NC(N([C@@H]1COCC=2NC(C=3C=C(C=CC3C21)F)=O)CC)=O